3-fluoro-N-methyl-5-(4-((3-methyl-2-oxo-4-thioxo-1,2,3,4-tetrahydroquinazolin-7-yl)methyl)-2-oxopiperazin-1-yl)picolinamide FC=1C(=NC=C(C1)N1C(CN(CC1)CC1=CC=C2C(N(C(NC2=C1)=O)C)=S)=O)C(=O)NC